3-(3-(trifluoromethyl)styryl)pyrrolidin FC(C=1C=C(C=CC2CNCC2)C=CC1)(F)F